4-(5-(6-(2,5,6-trimethylpyrimidin-4-yl)-5,6,7,8-tetrahydro-1,6-naphthyridin-3-yl)pyridin-2-yl)morpholine CC1=NC(=C(C(=N1)N1CC=2C=C(C=NC2CC1)C=1C=CC(=NC1)N1CCOCC1)C)C